ClC=1C=C2C(=CC(=NC2=CC1)C(F)(F)F)N[C@@H]1C[C@@H](CCC1)NC(=O)C=1C(=NN(C1)C(F)F)C#N N-[(1r,3s)-3-[[6-chloro-2-(trifluoromethyl)-4-quinolinyl]amino]cyclohexyl]-3-cyano-1-(difluoromethyl)pyrazole-4-carboxamide